methyl 2-((tert-butoxycarbonyl)amino)-2-(4-fluoro-4-methylcyclohexyl)acetate C(C)(C)(C)OC(=O)NC(C(=O)OC)C1CCC(CC1)(C)F